CCCCCCCCCCCCCC/C=C\OC[C@H](COP(=O)([O-])OCC[N+](C)(C)C)OC(=O)C 1-(1Z-hexadecenyl)-2-acetyl-sn-glycero-3-phosphocholine